2-(1-Bromoethyl)-5-chloro-4-(trifluoromethyl)benzoic acid methyl ester COC(C1=C(C=C(C(=C1)Cl)C(F)(F)F)C(C)Br)=O